7-(4-((1H-Indazol-5-yl)ethynyl)-[2,4'-bipyrimidin]-2'-yl)-5,6,7,8-tetrahydro-[1,2,4]triazolo[4,3-a]pyrazine N1N=CC2=CC(=CC=C12)C#CC1=NC(=NC=C1)C1=NC(=NC=C1)N1CC=2N(CC1)C=NN2